(1-aminopropane-2-yl)-5-(4-(trifluoromethyl)phenoxy)-2-naphthamide NCC(C)C1=C(C=CC2=C(C=CC=C12)OC1=CC=C(C=C1)C(F)(F)F)C(=O)N